C(C)(C)N1CC(N(C2(CCN(C2=O)C2=CC=CC=C2)C1=O)CC1=CC=C(C=C1)C(F)(F)F)=O 9-isopropyl-2-phenyl-6-(4-(trifluoromethyl)benzyl)-2,6,9-triazaspiro[4.5]decane-1,7,10-trione